ClC1=CC=C(C=C1)CC(=O)NN1C(C2=CC=CC=C2C(=N1)C1=C(C=CC(=C1)C)C)=O 2-(4-chlorophenyl)-N-[4-(2,5-dimethylphenyl)-1-oxophthalazin-2(1H)-yl]acetamide